CS(=O)(=O)N1CC(CCC1)C(=O)NC methanesulfonyl-N-methylpiperidine-3-carboxamide